BrC=1C=C(C=C(C1)OC)NC1=C(C=NC2=CC(=C(C=C12)NC(=O)NC1CCN(CC1)C(C)C)OCC)C#N 1-(4-((3-bromo-5-methoxyphenyl)amino)-3-cyano-7-ethoxyquinolin-6-yl)-3-(1-isopropylpiperidin-4-yl)urea